3-(3,5-dimethyl-1-(3-methyl-[1,2,4]triazolo[4,3-b]pyridazin-6-yl)-1H-pyrazol-4-yl)-1-(4-phenylpiperazin-1-yl)propan-1-one CC1=NN(C(=C1CCC(=O)N1CCN(CC1)C1=CC=CC=C1)C)C=1C=CC=2N(N1)C(=NN2)C